O1COC2=C1C=CC=C2CN(C2=CC=CC=C2)CC2=CC(=NC=C2)N2CCCCC2 N-(1,3-benzodioxol-4-ylmethyl)-N-[[2-(1-piperidyl)-4-pyridyl]methyl]anilin